(E)-1-(2-(5-fluoro-2-methoxyphenyl)-2-oxoethyl)-5-(1-(isopropoxyimino)ethyl)pyrimidine-2,4(1H,3H)-dione FC=1C=CC(=C(C1)C(CN1C(NC(C(=C1)/C(/C)=N/OC(C)C)=O)=O)=O)OC